3-bromo-1-(3-methyl-4-nitrophenyl)-1H-1,2,4-triazole BrC1=NN(C=N1)C1=CC(=C(C=C1)[N+](=O)[O-])C